2,2-difluorobicyclo[2.1.1]hexanecarboxylic acid FC1(C2(CC(C1)C2)C(=O)O)F